1-(diphenylmethylene)-2-methylhydrazine C1(=CC=CC=C1)C(=NNC)C1=CC=CC=C1